C1(=CC=CC=C1)P(=CCC(F)(F)F)(C1=CC=CC=C1)C1=CC=CC=C1 triphenyl(3,3,3-trifluoropropylidene)-λ5-phosphane